N-(furan-2-ylmethyl)-3H-imidazo[4,5-b]pyridin-7-amine O1C(=CC=C1)CNC1=C2C(=NC=C1)NC=N2